C([C@H](O)C1=CC=CC=C1)(=O)OC R-methyl mandelate